BrC1=CC2=C(OC3=C2C=CC(=C3)C3=CC=CC=C3)C=C1 2-bromo-7-Phenyldibenzo[b,d]furan